2-amino-N4,N4-bis(2-hydroxyethyl)-N8-(5,6,7,8-tetrahydro-1,6-naphthyridin-3-yl)-3H-benzo[b]azepine-4,8-dicarboxamide NC=1CC(=CC2=C(N1)C=C(C=C2)C(=O)NC=2C=NC=1CCNCC1C2)C(=O)N(CCO)CCO